C1(=CC=CC=C1)S(=O)(=O)O.C1(=CC=CC=C1)S(=O)(=O)O.C methane bisbenzenesulfonate